N,N-dimethylpyrrolo[2,1-f][1,2,4]triazine-7-carboxamide CN(C(=O)C1=CC=C2C=NC=NN21)C